C(C)(=O)OCC(=NO)C#N 2-hydroxyimino-cyanoethyl acetate